COC1=C(C=NC=C1)N(C1CCN(CC1)C(=O)C1=CC(=NC=C1)C(F)(F)F)C1=CC=C(C=C1)C(F)(F)F (4-((4-Methoxypyridin-3-yl)(4-(trifluoromethyl)phenyl)amino)piperidin-1-yl)(2-(trifluoromethyl)pyridin-4-yl)methanone